C1(CC1)C=1C(=CC2=CN(N=C2C1)C1CCNCC1)NC(=O)C=1C=NN2C1N=CC=C2 N-(6-cyclopropyl-2-(piperidin-4-yl)-2H-indazol-5-yl)pyrazolo[1,5-a]pyrimidine-3-carboxamide